C1C2(CN3CCCC13C(=O)OC)CC2 methyl dihydro-1'H,3'H-spiro[cyclopropane-1,2'-pyrrolizine]-7a'(5'H)-carboxylate